N[C@H](C(=O)O)CC=1N=CNC1 (S)-2-amino-3-(4-imidazolyl)propionic acid